COC(=O)C=1C=2C=CNC2C(=CC1Cl)CNCC1=CC(=CC=C1)OC 5-chloro-7-(((3-methoxybenzyl)amino)methyl)-1H-indole-4-carboxylic acid methyl ester